(S)-3,3'-diformyl-2'-hydroxy-[1,1'-binaphthyl] 2-propenoate C(C=C)(=O)O.C(=O)C=1C=C(C2=CC=CC=C2C1)C1=C(C(=CC2=CC=CC=C12)C=O)O